1-(3,5-Dimethoxybenzyl)-N3-methyl-N5-((1s,2s)-2-methylcyclopropyl)-2-oxo-1,2-dihydropyridine-3,5-dicarboxamide COC=1C=C(CN2C(C(=CC(=C2)C(=O)N[C@@H]2[C@H](C2)C)C(=O)NC)=O)C=C(C1)OC